N-(1-ethylpiperidin-4-yl)-2-[1-(pyridin-2-yl)-1H-pyrazol-4-yl]-1,3-thiazole-4-carboxamide C(C)N1CCC(CC1)NC(=O)C=1N=C(SC1)C=1C=NN(C1)C1=NC=CC=C1